5-amino-N-[4-(2,6-dimethylphenyl)-5-[4-fluoro-3-(3,3,3-trifluoro-2,2-dimethylpropoxy)phenyl]-1,3-thiazol-2-yl]-2-fluorobenzenesulfonamide NC=1C=CC(=C(C1)S(=O)(=O)NC=1SC(=C(N1)C1=C(C=CC=C1C)C)C1=CC(=C(C=C1)F)OCC(C(F)(F)F)(C)C)F